C(C(C)C)(=O)N1CCC(CC1)NC(N)=O 3-(1-isobutyrylpiperidin-4-yl)urea